CC1=CC=CC=2N(C(N(C21)C2=NC(=C(N=C2)C2=C1C(=CN=C2)N(N=C1)C)C)=O)CC(=O)OCC ethyl 2-[4-methyl-3-[6-methyl-5-(1-methylpyrazolo[3,4-c]pyridin-4-yl)pyrazin-2-yl]-2-oxo-benzimidazol-1-yl]acetate